(5-bromo-3-pyridyl)-pyrrolidin-1-yl-methanone BrC=1C=C(C=NC1)C(=O)N1CCCC1